1-(4-{4-[3-(morpholin-4-yl)propyl]piperazine-1-sulfonyl}phenyl)-3-(pyridin-3-ylmethyl)urea N1(CCOCC1)CCCN1CCN(CC1)S(=O)(=O)C1=CC=C(C=C1)NC(=O)NCC=1C=NC=CC1